(S)-3-METHYLHEXANOIC ACID C[C@H](CC(=O)O)CCC